C(CCCCCCCCC)C(CCCCN1C(C(=CC=2N(C(C(=CC12)C=1[Se]C=CC1)=O)CCCCC(CCCCCCCCCCCC)CCCCCCCCCC)C=1[Se]C=CC1)=O)CCCCCCCCCCCC 1,5-bis(5-decylheptadecyl)-3,7-di(selenophen-2-yl)-1,5-dihydro-1,5-naphthyridine-2,6-dione